C(C1CO1)OCCC[Si](OCC)(OCC)CC (γ-glycidoxypropyl)(ethyl)diethoxysilane